C(C)C1=C(C(=C(C(=O)O)C=C1Cl)Cl)S(NC1=C(C(=C(C=C1)F)N1N=C(C2=C(C1=O)C=NC(=N2)N)C)F)(=O)=O ethyl-3-(N-(3-(2-amino-8-methyl-5-oxopyrimido[4,5-d]pyridazin-6(5H)-yl)-2,4-difluorophenyl)sulfamoyl)-2,5-dichlorobenzoic acid